C1NCC12CC(CC2)N 2-azaspiro[3.4]octan-6-amine